BrC1=CC(=C(C(=O)N[C@H](C(=O)OC)CNC(CNC(=O)OC(C)(C)C)=O)C(=C1)Cl)Cl (S)-methyl 2-(4-bromo-2,6-dichlorobenzamido)-3-(2-(tert-butoxycarbonylamino)acetamido)propanoate